(S)-9-(2-Chloro-pyridin-4-yl)-2-((3R,5R)-3,5-dimethyl-morpholin-4-yl)-8-trifluoromethyl-6,7,8,9-tetrahydro-pyrimido[1,2-a]-pyrimidin-4-one ClC1=NC=CC(=C1)N1[C@@H](CCN2C1=NC(=CC2=O)N2[C@@H](COC[C@H]2C)C)C(F)(F)F